C1(=CC=C(C=C1)N=C=NC1CCCCC1)N=C=NC1CCCCC1 p-phenylenebis(cyclohexylcarbodiimide)